C(#N)NS(=O)(=NC(NC1=C2CCCC2=CC=2CCCC12)=O)C=1C=NN2C1OCCC(C2)OC N-cyano-N'-((1,2,3,5,6,7-hexahydro-s-indacen-4-yl)carbamoyl)-7-methoxy-5,6,7,8-tetrahydropyrazolo[5,1-b][1,3]oxazepine-3-sulfonimidamide